ClC1=CC2=C(C(=N1)C)C(=C(N2C)C2=CC=C(C=C2)S(=O)(=O)C)F 6-chloro-3-fluoro-1,4-dimethyl-2-(4-methylsulfonylphenyl)pyrrolo[3,2-c]pyridine